CC1=CC(NC=N1)=O 6-methylpyrimidin-4(3H)-one